Cl.N[C@H](CC1=C(C2=C(N=C(N=C2NCC=2OC=CC2)Cl)N1)Br)C 6-[(2S)-2-aminopropyl]-5-bromo-2-chloro-N-[(furan-2-yl)methyl]-7H-pyrrolo[2,3-d]pyrimidin-4-amine hydrochloride